[Na+].C(CCCCCCCCCCCCC)S(=O)(=O)[O-] myristyl-sulfonate Sodium